NC1=C(C=C(C=N1)NC(C(=O)N1[C@H](CC[C@@H](C1)C)C=1C=CC2=C(N=C(S2)[C@H]2CC(N(CC2)C)=O)C1)=O)CC |&1:26| Racemic-N-(6-amino-5-ethyl-3-pyridyl)-2-[(2R,5S)-5-methyl-2-[2-(1-methyl-2-oxo-4-piperidyl)-1,3-benzothiazol-5-yl]-1-piperidyl]-2-oxo-acetamide